2-(4-(chloromethyl)benzyl)-1,3-dioxolane ClCC1=CC=C(CC2OCCO2)C=C1